C1(=CC=CC=C1)[AsH]C1=CC=CC=C1 diphenyl-arsine